C1(=CC=CC=C1)C1C(=O)OCC1 α-phenyl-γ-butyrolactone